1-Ethyl-5-(4-methoxy-6-((2-(2,2,2-trifluoroethoxy)ethyl)amino)pyridin-3-yl)-4-methyl-N-(((1r,4r)-4-(methylsulfonyl)cyclohexyl)methyl)-1H-pyrazole-3-carboxamide C(C)N1N=C(C(=C1C=1C=NC(=CC1OC)NCCOCC(F)(F)F)C)C(=O)NCC1CCC(CC1)S(=O)(=O)C